(S)-4-oxo-2-p-toluenesulfonyloxy-4,6,7,8-tetrahydropyrrolo[1,2-a]pyrimidine O=C1C=C(N=C2N1CCC2)OS(=O)(=O)C2=CC=C(C)C=C2